C(=O)(OC(C)(C)C)N1CC2(C1)C(NCC2)=O N2-BOC-2,6-diazaspiro[3.4]octan-5-one